N-cyclohexyl-N'-phenyl-2,6-dimethyl-1,4-phenylenediamine C1(CCCCC1)NC1=C(C=C(C=C1C)NC1=CC=CC=C1)C